6-(2-hydroxy-2-(3-(pyrimidin-5-yl)phenyl)acetyl)-2-(1-phenylcyclopropyl)-5,6,7,8-tetrahydropyrido[4,3-d]pyrimidin-4(3H)-one OC(C(=O)N1CC2=C(N=C(NC2=O)C2(CC2)C2=CC=CC=C2)CC1)C1=CC(=CC=C1)C=1C=NC=NC1